F[B-](F)(F)F.C1(=CC=CC=C1)P(CCN)C1=CC=CC=C1 2-(diphenylphosphino)ethanamine tetrafluoroborate